1,2-ethanedisulfonate C(CS(=O)(=O)[O-])S(=O)(=O)[O-]